CN1C[C@H]2C([C@H]2C1)C(=O)OC methyl (1R,5S)-3-methyl-3-azabicyclo[3.1.0]hexane-6-carboxylate